T-butyl 4-(2-bromo-4-nitrophenyl)-2,2-dimethylpiperazine-1-carboxylate BrC1=C(C=CC(=C1)[N+](=O)[O-])N1CC(N(CC1)C(=O)OC(C)(C)C)(C)C